3-(difluoromethoxy)-5-methyl-1H-pyrazole FC(OC1=NNC(=C1)C)F